4-(2-cyclopropyl-1-(4-(4-chlorophenoxy)phenyl)-1H-imidazol-4-yl)piperidine C1(CC1)C=1N(C=C(N1)C1CCNCC1)C1=CC=C(C=C1)OC1=CC=C(C=C1)Cl